1-(N-piperazinyl)-3,4-dimethylenehex-5-ene N1(CCNCC1)CCC(C(C=C)=C)=C